tert-Butyl-[(6-tert-butyl-1,2,3,4-tetrahydroisoquinolin-1-yl)methoxy]-dimethyl-silane C(C)(C)(C)[Si](C)(C)OCC1NCCC2=CC(=CC=C12)C(C)(C)C